OC1CN2C(CC3([C@]2(C1)C(=O)OCC)CC3)=O Ethyl (7a'R)-6'-hydroxy-3'-oxotetrahydrospiro[cyclopropane-1,1'-pyrrolizine]-7a'(5'H)-carboxylate